8-(5-Fluoro-3-methyl-1H-indol-7-yl)-1,4,4,7,9-pentamethyl-5H-[1,2,4]triazolo[4,3-a]quinoxaline FC=1C=C2C(=CNC2=C(C1)C1=C(C=C2NC(C=3N(C2=C1C)C(=NN3)C)(C)C)C)C